N-(2-(thien-2-yl)ethyl)pyridinamide tert-butyl-(2S,4S)-2-(hydroxymethyl)-4-(4-(trifluoromethyl)phenoxy)pyrrolidine-1-carboxylate C(C)(C)(C)OC(=O)N1[C@@H](C[C@@H](C1)OC1=CC=C(C=C1)C(F)(F)F)CO.S1C(=CC=C1)CCNC(=O)C1=NC=CC=C1